Cl.NC[C@@H](CF)O (2S)-1-amino-3-fluoropropan-2-ol hydrochloride